C1(=CC=CC=C1)C1=NC(=CC(=N1)C1=CC(=CC(=C1)C1=NC=CC=C1)C1=NC=CC=C1)C1=CC(=CC(=C1)C1=NC=CC=C1)C1=NC=CC=C1 2-phenyl-4,6-bis(3,5-dipyridyl-phenyl)pyrimidine